dicyclohexyl-([1,1'-biphenyl]-4-yl)phosphine C1(CCCCC1)P(C1=CC=C(C=C1)C1=CC=CC=C1)C1CCCCC1